[Br].C(CC)N1CN(C=C1)C 1-n-propyl-3-methylimidazole bromine salt